ClC1=CC(=C(COC=2C=C(C=CC2)C=2CCN(CC2)CC2=NC3=C(N2C[C@H]2OCC2)C=C(C=C3)C(=O)O)C=C1)F (S)-2-((4-(3-((4-chloro-2-fluorobenzyl)-oxy)phenyl)-3,6-dihydropyridin-1(2H)-yl)methyl)-1-(oxetan-2-ylmethyl)-1H-benzo[d]imidazole-6-carboxylic acid